ClC1=C(C=CC(=C1)C(=C)C(F)(F)F)NC(CN1C=2N(C(C(=C1CC)N1CCNCC1)=O)N=C(N2)C2=CC1=C(COC1)C=C2)=O N-[2-chloro-4-(3,3,3-trifluoroprop-1-en-2-yl)phenyl]-2-[2-(1,3-dihydro-2-benzofuran-5-yl)-5-ethyl-7-oxo-6-(piperazin-1-yl)-[1,2,4]triazolo[1,5-a]pyrimidin-4-yl]acetamide